5-(4-chlorobenzyl)-8-isopropyl-N-(1-methyl-1H-pyrazol-4-yl)-6,9-dioxo-2,5,8-triazaspiro[3.5]-nonane-2-carboxamide ClC1=CC=C(CN2C3(CN(C3)C(=O)NC=3C=NN(C3)C)C(N(CC2=O)C(C)C)=O)C=C1